5-(tert-butyl)-N-(2-fluoro-4-methyl-5-(4,4,5,5-tetramethyl-1,3,2-dioxaborolan-2-yl)phenyl)-3,6-dihydropyridine-1(2H)-carboxamide C(C)(C)(C)C1=CCCN(C1)C(=O)NC1=C(C=C(C(=C1)B1OC(C(O1)(C)C)(C)C)C)F